tert-butyl (S)-2-(4-(6-((4-chloro-2-fluorobenzyl) oxy) pyridin-2-yl)-2-fluorobenzyl)-1-(oxetan-2-ylmethyl)-1H-benzo[d]imidazole-6-carboxylate ClC1=CC(=C(COC2=CC=CC(=N2)C2=CC(=C(CC3=NC4=C(N3C[C@H]3OCC3)C=C(C=C4)C(=O)OC(C)(C)C)C=C2)F)C=C1)F